4,5-dichloro-2-N-octyl-4-isothiazolin ClC=1CN(SC1Cl)CCCCCCCC